o-Tolylacrylat C1(=C(C=CC=C1)OC(C=C)=O)C